1,4-dihydro-2,6-dimethyl-5-nitro-4-[thieno(3,2-c)pyridin-3-yl]-3-pyridinecarboxylic acid, butyl ester CC=1NC(=C(C(C1C(=O)OCCCC)C1=CSC2=C1C=NC=C2)[N+](=O)[O-])C